C(C)N(C1=NC=CC(=C1)C#N)[C@H]1CN([C@@H](CC1)C)C(=O)C1=C(C=CC=C1)N1N=CC=N1 2-{ethyl[(3R,6R)-6-methyl-1-{[2-(2H-1,2,3-triazol-2-yl)phenyl]carbonyl}piperidin-3-yl]amino}pyridine-4-carbonitrile